ClC=1C2=C(C(N(C1)C([2H])([2H])[2H])=O)C(=CN2C)[N+](=O)[O-] 7-Chloro-1-methyl-5-(methyl-d3)-3-nitro-1,5-dihydro-4H-pyrrolo[3,2-c]pyridin-4-one